CC(=NO)C1=C(C=C(C=C1)OC)OC 2,4-dimethoxyacetophenone oxime